COC(=O)C1=C(C=CC=2NC=NC21)C=2C=NN(C2C)CC21CC3CC(CC(C2)C3)C1 5-(1-(adamantan-1-ylmethyl)-5-methyl-1H-pyrazol-4-yl)-1H-benzo[d]imidazole-4-carboxylic acid methyl ester